FC(=CC#N)F 3,3-difluoroacrylonitrile